C(C(CCC(=O)NN)C(=O)NN)C(=O)NN 1,2,4-butanetricarboxylic acid, trihydrazide